CN1C2=NC(=NC(=C2N=C1C1=CC=NC=C1)N1CCOCC1)N1N=C(C=C1)CC1CN(C1)C 4-(9-methyl-2-(3-((1-methylazetidin-3-yl)methyl)-1H-pyrazol-1-yl)-8-(pyridin-4-yl)-9H-purin-6-yl)morpholine